{1-[(1S)-1-(tetrahydro-2H-pyran-4-yl)ethyl]-1H-imidazol-4-yl}methanone tert-butyl-((1r,3r)-3-(4-(2-(4-((6-chloropyridin-4-yl)oxy)phenyl)propan-2-yl)phenoxy)cyclobutyl)carbamate C(C)(C)(C)N(C(O)=O)C1CC(C1)OC1=CC=C(C=C1)C(C)(C)C1=CC=C(C=C1)OC1=CC=NC(=C1)Cl.O1CCC(CC1)[C@H](C)N1C=NC(=C1)C=O